Tert-butyl 2-[[4-[6-[(5-bromo-3-fluoro-2-pyridyl)methoxy]-2-pyridyl]-2,5-difluorophenyl]methyl]-3-(2-methoxyethyl)benzimidazole-5-carboxylate BrC=1C=C(C(=NC1)COC1=CC=CC(=N1)C1=CC(=C(C=C1F)CC=1N(C2=C(N1)C=CC(=C2)C(=O)OC(C)(C)C)CCOC)F)F